C1(=CC=CC=C1)[C@]1(COC2=C1C=C(C=C2)C(=O)OC)C=C |r| (+/-)-methyl 3-phenyl-3-vinyl-2,3-dihydrobenzofuran-5-carboxylate